N=1C=NN2C1C=C(C=C2)OC2=C(C=C(C=C2)NC2=NC=NC1=CC3=C(C(=C21)F)N2CCN([C@H](CO3)C2)C(=O)OC(C)(C)C)C tert-butyl (10S)-4-((4-([1,2,4]triazolo[1,5-a]pyridin-7-yloxy)-3-methylphenyl)amino)-5-fluoro-7,8,10,11-tetrahydro-9H-6,10-methano[1,4,7]oxadiazonino[3,2-g]quinazoline-9-carboxylate